6-(4-fluorophenyl)-5-((1-((2-methylthiazol-5-yl)sulfonyl)azetidin-3-yl)oxy)isoindolin-1-one FC1=CC=C(C=C1)C1=C(C=C2CNC(C2=C1)=O)OC1CN(C1)S(=O)(=O)C1=CN=C(S1)C